((4aR,8aS)-6-((2-ethyl-2H-1,2,3-triazol-4-yl)sulfonyl)-1-(4-fluorophenyl)-4,4a,5,6,7,8,8a,9-octahydro-1H-pyrazolo[3,4-g]isoquinolin-4a-yl)(thiazol-4-yl)methanone C(C)N1N=CC(=N1)S(=O)(=O)N1C[C@]2(CC3=C(C[C@@H]2CC1)N(N=C3)C3=CC=C(C=C3)F)C(=O)C=3N=CSC3